OC1(CCNCC1)CN1C=NC2=C(C1=O)C=NN2C2=CC(=CC=C2)OC 5-[(4-hydroxypiperidin-4-yl)methyl]-1-(3-methoxyphenyl)-1H,4H,5H-pyrazolo[3,4-d]pyrimidin-4-one